3-(3-(4-((3-fluoro-5-(1H-pyrazol-5-yl)pyridin-2-yl)oxy)phenyl)-1H-pyrazol-1-yl)propan-1-ol FC=1C(=NC=C(C1)C1=CC=NN1)OC1=CC=C(C=C1)C1=NN(C=C1)CCCO